C(#N)C=1C=CC(=C2C=CC=NC12)N1C[C@@]2(C[C@@]2(C1)C(F)(F)F)C(=O)NNC(=O)C1CC(N(CC1)C)=O (1S,5R)-3-(8-cyanoquinolin-5-yl)-N'-(1-methyl-2-oxopiperidin-4-carbonyl)-5-(trifluoromethyl)-3-azabicyclo[3.1.0]hexane-1-carboxylic acid hydrazide